ClC1=NC2=CC=C(C=C2C(=C1)NCCC1=CC=C(C=C1)[N+](=O)[O-])C(=O)NN 2-Chloro-4-((4-nitrophenethyl)amino)chinolin-6-carbohydrazid